5-(5-((1-(4-(4-chloro-1-(4-hydroxyphenyl)-2-phenylbut-1-en-1-yl)phenyl)piperidin-4-yl)methyl)-2,5-diazabicyclo[2.2.2]octan-2-yl)-2-(2,6-dioxopiperidin-3-yl)-6-fluoroisoindole ClCCC(=C(C1=CC=C(C=C1)O)C1=CC=C(C=C1)N1CCC(CC1)CN1C2CN(C(C1)CC2)C2=CC1=CN(C=C1C=C2F)C2C(NC(CC2)=O)=O)C2=CC=CC=C2